(S)-(6-chlorochroman-3-yl)(1-(2-(dimethylamino)ethyl)-6-(5-methoxy-1H-pyrazol-4-yl)-1H-indol-3-yl)methanone dihydrobromide Br.Br.ClC=1C=C2C[C@@H](COC2=CC1)C(=O)C1=CN(C2=CC(=CC=C12)C=1C=NNC1OC)CCN(C)C